5-tritylindol C(C1=CC=CC=C1)(C1=CC=CC=C1)(C1=CC=CC=C1)C=1C=C2C=CNC2=CC1